ClC1=C2C(=CC=C1F)N(C(C21CCN(CC1)C(=O)C=1C=C2C(=NNC2=CC1)C(=O)O)=O)CC(NCC(F)(F)F)=O 5-[4-chloro-5-fluoro-2-oxo-1-[2-oxo-2-(2,2,2-trifluoroethylamino)ethyl]spiro[indole-3,4'-piperidine]-1'-carbonyl]-1H-indazole-3-carboxylic acid